FC(C=1C=CC(=NC1)CC1CCC2(CNC2)CC1)(F)F 7-[[5-(trifluoro-methyl)-2-pyridyl]-methyl]-2-azaspiro-[3.5]nonane